(±)-2,3-dimethoxy-5-nitrophenol COC1=C(C=C(C=C1OC)[N+](=O)[O-])O